(1R,2R)-1,2-difluoro-1-(4-methyl-4H-1,2,4-triazol-3-yl)propan F[C@@H]([C@@H](C)F)C1=NN=CN1C